C(#N)C1=CN=C(S1)N(C(OC(C)(C)C)=O)C1CCC(CC1)(F)F tert-Butyl (5-cyanothiazol-2-yl)(4,4-difluorocyclohexyl)carbamate